P(=O)(OC[N+]1=C(C(=CC=C1)C1=CC(=NO1)CC1=CC=C(C=C1)CC1=NC(=CC=C1)F)N)(O)[O-] (2-amino-3-(3-(4-((6-fluoropyridin-2-yl)methyl)benzyl)isoxazol-5-yl)pyridin-1-ium-1-yl)methyl hydrogen phosphate